CN1CCN(CC1)C1CN(C1)C1=CC=CC=2N(C=NC21)C(=O)NCCC2=CC=CC=C2 4-(3-(4-Methylpiperazin-1-yl)azetidin-1-yl)-N-phenethyl-1H-benzo[d]imidazole-1-carboxamide